C1(CC1)C(=O)N1CCN(CC1)C(C1=C(C=CC(=C1)CC1=NNC(C2=CC=CC=C12)=O)F)=O 1-(cyclopropaneformyl)-4-[5-[(3,4-dihydro-4-oxo-1-phthalazinyl)methyl]-2-fluorobenzoyl]piperazine